butane-1,4-diylbis(4-benzoyl-5-oxo-hexanoate) C(CCCC(C(=O)[O-])CC(C(C)=O)C(C1=CC=CC=C1)=O)C(C(=O)[O-])CC(C(C)=O)C(C1=CC=CC=C1)=O